beta-D-Galactopyranosyl-(1->4)-D-fructofuranose [C@@H]1([C@H](O)[C@@H](O)[C@@H](O)[C@H](O1)CO)O[C@H]1[C@@H](C(CO)(O)O[C@@H]1CO)O